2-amino-6-borono-2-(1-(4-(trifluoromethoxy)benzyl)piperidin-4-yl)hexanoic acid NC(C(=O)O)(CCCCB(O)O)C1CCN(CC1)CC1=CC=C(C=C1)OC(F)(F)F